C(C)(C)(C)[B-](F)(F)F.[K+] potassium tert-butyltrifluoroborate